N-(4b-hydroxy-7-isopropyl-4-nitro-10-oxo-4b,10-dihydro-9bH-indeno[1,2-b]benzofuran-9b-yl)-3,4-dimethyl-5-(4-methylpiperazine-1-carbonyl)-1H-pyrrole-2-carboxamide OC12OC3=C(C1(C(C1=CC=CC(=C12)[N+](=O)[O-])=O)NC(=O)C=1NC(=C(C1C)C)C(=O)N1CCN(CC1)C)C=CC(=C3)C(C)C